BrC1=C(C#N)C=CC=N1 2-bromonicotinonitrile